C1(=CC=CC=C1)C(CCC=O)C1=NC=CC=C1 4-phenyl-4-(pyridine-2-yl)-1-butanone